FC1(CCOCC1)[C@H]1COC2=CC=CC=C2[C@@H]1NC=1C2=C(N=CN1)NC(=C2)C(F)(F)F N-[(3R,4R)-3-(4-FLUOROTETRAHYDROPYRAN-4-YL)CHROMAN-4-YL]-6-(TRIFLUOROMETHYL)-7H-PYRROLO[2,3-D]PYRIMIDIN-4-AMINE